4-methyl-5-(2-((5-(4-methylpiperazin-1-yl)pyridin-2-yl)amino)pyrimidin-4-yl)thiazol-2(3H)-one CC=1NC(SC1C1=NC(=NC=C1)NC1=NC=C(C=C1)N1CCN(CC1)C)=O